O1[C@@H](COCC1)COC=1N2CCC3=C(C2=C(C(C1)=O)C)C=CC(=C3)N3CCC(CC3)C 4-[[(2S)-1,4-dioxan-2-yl]methoxy]-1-methyl-9-(4-methyl-1-piperidyl)-6,7-dihydrobenzo[a]quinolizin-2-one